CS(=O)(=O)NC=1C=NC2=CC(=NC(=C2C1)OC1CCC(CC1)NC1=NC=C(C=N1)C(=O)NC)N1CCOCC1 2-[[4-[[3-(Methanesulfonamido)-7-morpholino-1,6-naphthyridin-5-yl]oxy]cyclohexyl]amino]-N-methyl-pyrimidine-5-carboxamide